BrC1=C(C=CC=C1)C(F)(F)F 1-Bromo-2-(trifluoro-methyl)-benzene